C(CC)OCOCCCC(CC(CC(C)[Mg]Cl)C)C 8-propoxymethoxy-1,3,5-trimethyloctyl-magnesium chloride